Furano[de]chromene O1C=CC2=C3C(C=CC=C13)=CO2